2-AMINO-3-(TRIFLUOROMETHYL)-PYRIDINE-5-BORONIC ACID NC1=NC=C(C=C1C(F)(F)F)B(O)O